OCC1=CC=C2C(NC(N(C2=C1)CC1=CC=C(C=C1)OC)=O)C(F)(F)F 7-(hydroxymethyl)-1-(4-methoxybenzyl)-4-(trifluoromethyl)-3,4-dihydro-quinazolin-2(1H)-one